N1=NC=C(C=C1)C1=CN(C2=NC=CC(=C21)N2CC1(CCN(C1)C(=O)OC(C)(C)C)CC2)COCC[Si](C)(C)C tert-butyl 7-[3-pyridazin-4-yl-1-(2-trimethylsilylethoxymethyl)pyrrolo[2,3-b]pyridin-4-yl]-2,7-diazaspiro[4.4]nonane-2-carboxylate